1,7-Dimethyl-4-[4-methyl-4-(5-methyl-1,3-benzooxazol-2-yl)piperidin-1-yl]-2-oxo-1,2-dihydro-quinoline-3-carbonitrile CN1C(C(=C(C2=CC=C(C=C12)C)N1CCC(CC1)(C=1OC2=C(N1)C=C(C=C2)C)C)C#N)=O